ethyl 5-(7-(2-(2-(2-((tert-butoxycarbonyl)amino)ethoxy)ethoxy)-4-fluorophenyl)thieno[2,3-d]pyridazin-4-yl)pent-4-ynoate C(C)(C)(C)OC(=O)NCCOCCOC1=C(C=CC(=C1)F)C=1N=NC(=C2C1SC=C2)C#CCCC(=O)OCC